3-(5-(3-aminopyrrolidin-1-yl)-2-methoxybenzamido)-N-(4-fluoro-3-(trifluoromethyl)phenyl)-6-(trifluoromethyl)benzo[b]thiophene-2-carboxamide NC1CN(CC1)C=1C=CC(=C(C(=O)NC=2C3=C(SC2C(=O)NC2=CC(=C(C=C2)F)C(F)(F)F)C=C(C=C3)C(F)(F)F)C1)OC